(7,8-dichloro-4-(1H-pyrazol-4-yl)quinolin-2-yl)cyclohex-3-ene-1-carboxylic acid ethyl ester C(C)OC(=O)C1(CC=CCC1)C1=NC2=C(C(=CC=C2C(=C1)C=1C=NNC1)Cl)Cl